ClC=1C=C(C=CC1)CCNC1=C(C(C1=O)=O)NC1=CC=C(C#N)C=C1 4-[(2-{[2-(3-Chlorophenyl)ethyl]amino}-3,4-dioxocyclobut-1-en-1-yl)amino]benzonitrile